FC1CC(N(C1)C(=O)C=1C(=NN(C1)C)OC)C(=O)NC(C1=CC=C(C=C1)C(C)C)C1=CC=CC=C1 4-fluoro-1-(3-methoxy-1-methyl-1H-pyrazole-4-carbonyl)-N-{phenyl[4-(propan-2-yl)phenyl]methyl}pyrrolidine-2-carboxamide